(E)-benzyl prop-1-en-1-ylcarbamate C(=C\C)/NC(OCC1=CC=CC=C1)=O